rac-tert-butyl({2,5-dioxo-4-[1-(2,2,2-trifluoroethyl)-1H-pyrazol-5-yl]imidazolidin-4-yl}methyl)carbamate C(C)(C)(C)OC(NC[C@@]1(NC(NC1=O)=O)C1=CC=NN1CC(F)(F)F)=O |r|